COC=1C=C(C=CC1)P(C1=CC(=CC=C1)OC)C1=CC(=CC=C1)OC tris(3-methoxyphenyl)phosphine